1-butyl-2,3-dimethylimidazolium bis(trifluoromethanesulfonyl)imide [N-](S(=O)(=O)C(F)(F)F)S(=O)(=O)C(F)(F)F.C(CCC)N1C(=[N+](C=C1)C)C